methyl 2-sulfamoylacetate S(N)(=O)(=O)CC(=O)OC